C(C)(C)(C)C1=CC2=C(C3=CC=CC=C3C(=C2C=C1)OC(=O)CCC)OC(=O)CCC 2-(tert-butyl)-9,10-bis(n-propylcarbonyloxy)anthracene